ClC=1C=C(C=CC1CC(C)C)C1=NC(=NO1)C1=CC=C(CN2CCC(CC2)(C(=O)O)CC(C)C)C=C1 1-{4-[5-(3-Chloro-4-isobutyl-phenyl)-[1,2,4]-oxadiazol-3-yl]-benzyl}-4-isobutyl-piperidine-4-carboxylic acid